L-α-Amino-ε-guanidinohexanoic acid N[C@H](C(=O)O)CCCCNC(=N)N